FC1=C(C=CC=C1)C(C#N)CCC1=CC=CC=C1 2-(2-fluorophenyl)-4-phenylbutyronitrile